(1S,2R)-N-(8-amino-7-fluoro-6-(4-methylpyridin-3-yl)isoquinolin-3-yl)-2-((dimethylamino)methyl)cyclopropane-1-carboxamide NC=1C(=C(C=C2C=C(N=CC12)NC(=O)[C@@H]1[C@@H](C1)CN(C)C)C=1C=NC=CC1C)F